FC=1C=C2C(=NC1N(C1CCOCC1)C)C(=NN2)C 6-Fluoro-N,3-dimethyl-N-(tetrahydro-2H-pyran-4-yl)-1H-pyrazolo[4,3-b]pyridin-5-amine